N2-(2-(1-(Cyclopropylsulfonyl)-1H-pyrazol-4-yl)pyrimidin-4-yl)-5-((1-(2,2-difluoroethyl)-1H-pyrazol-4-yl)ethynyl)-M-isopropylpyridine-2,4-diamine C1(CC1)S(=O)(=O)N1N=CC(=C1)C1=NC=CC(=N1)NC1=NC=C(C(=C1C(C)C)N)C#CC=1C=NN(C1)CC(F)F